C(C)(C)(C)OC(=O)N[C@H]1CSC2=C(N(C1=O)CC1=CC=C(C=C1)Cl)C=C(C(=C2)NC(OC(C)(C)C)=O)C=2OC(=NN2)C(C)(C)C tert-butyl N-[(3R)-3-(tert-butoxycarbonylamino)-7-(5-tert-butyl-1,3,4-oxadiazol-2-yl)-5-[(4-chlorophenyl)methyl]-4-oxo-2,3-dihydro-1,5-benzothiazepin-8-yl]carbamate